N1=CC(=CC=C1)C=1C=C(C=CC1)C1=NC2=CC(=NC=C2C=C1)CN (2-(3-(pyridin-3-yl)phenyl)-1,6-naphthyridin-7-yl)methanamine